(R)-4-(2-((2S*,3S*)-3-fluoro-2-(2-methoxybenzyl)pyrrolidin-1-yl)-6-((4-methoxybenzyl)oxy)pyrimidin-4-yl)-2-methylmorpholine F[C@@H]1[C@@H](N(CC1)C1=NC(=CC(=N1)N1C[C@H](OCC1)C)OCC1=CC=C(C=C1)OC)CC1=C(C=CC=C1)OC |o1:1,2|